C(C1=CC=CC=C1)(=O)OC[C@H]1O[C@H]([C@H]([C@@H]1OC(C1=CC=CC=C1)=O)F)N1C2=NC(=NC(=C2N=C1)N)F [(2R,3R,4S,5R)-5-(6-amino-2-fluoropurin-9-yl)-3-(benzoyloxy)-4-fluorooxolan-2-yl]methyl benzoate